FC(C(=O)O)(F)F.C(C1=CC=CC=C1)OC(=O)NCC1(CNC1)C(=O)OCC ethyl 3-((((benzyloxy)carbonyl)amino)methyl)azetidine-3-carboxylate trifluoroacetate salt